Cl.CNCCCCCN1C(C2=CC=CC=C2C1=O)=O 2-(5-(methyl-amino)pentyl)isoindoline-1,3-dione hydrochloride